2-[(2R)-2-[1-(1-bicyclo[1.1.1]pentanyl)pyrazol-4-yl]tetrahydropyran-4-yl]-4-(2,4-difluorophenyl)-6,7-dimethyl-5,6,7,8-tetrahydropteridine C12(CC(C1)C2)N2N=CC(=C2)[C@@H]2OCCC(C2)C2=NC=1NC(C(NC1C(=N2)C2=C(C=C(C=C2)F)F)C)C